C(C(C)C)[Si](OC)(OC)OC Iso-Butyl-trimethoxysilane